8-amino-6-fluoroquinoline NC=1C=C(C=C2C=CC=NC12)F